C(CCC)OC(=O)C1=CNC2=C(C(=C(C=C2C1=O)F)F)O 6,7-difluoro-8-hydroxy-1,4-dihydro-4-oxoquinoline-3-carboxylic acid butyl ester